S(=O)(=O)(O)O.OCC(C1=CC[C@H]2[C@@H]3CC=C4CCCC[C@]4(C)[C@H]3CC[C@]12C)=O hydroxypregna-5,16-dien-20-one sulfate